FC=1C=NC(=NC1)N1CCOC(CC1)C(=O)N1CCOC2=C(C1)C=NC=C2C#N 4-[4-(5-fluoropyrimidin-2-yl)-1,4-oxazepane-7-carbonyl]-3,5-dihydro-2H-pyrido[3,4-f][1,4]oxazepine-9-carbonitrile